FC1=C(C(=C(C(=N1)N)[2H])[2H])I.[N].[Se] Selenium nitrogen 6-fluoro-5-iodopyridin-3,4-d2-2-amine